(S)-3-fluoro-5-(((19,19,19-trifluoro-1-hydroxynonadecan-2-yl)oxy)methyl)benzonitrile FC=1C=C(C#N)C=C(C1)CO[C@H](CO)CCCCCCCCCCCCCCCCC(F)(F)F